(4-((2S,5R)-4-(Bis(5-(trifluoromethyl)pyridin-2-yl)methyl)-2,5-dimethylpiperazin-1-yl)-1H-[1,2,4]triazolo[3,4-b]purin-1-yl)-N,N-dimethylethan-1-amine FC(C=1C=CC(=NC1)C(N1C[C@@H](N(C[C@H]1C)C=1C=2N=CN(C2N2C(N1)=NN=C2)C(C)N(C)C)C)C2=NC=C(C=C2)C(F)(F)F)(F)F